CC1=C(C(=O)O)C=C(C=C1)N1[C@@H]2CN([C@H](C1)C2)C 2-methyl-5-((1S,4S)-5-methyl-2,5-diazabicyclo[2.2.1]heptan-2-yl)benzoic acid